CO[Si](OC)(OC)CCC[As](C1=CC=CC=C1)C1=CC=CC=C1 trimethoxysilylpropyl-diphenylarsine